(6-Chloro-3-fluoro-2-methylpyridin-4-yl)-N-(cyclopropylmethyl)methanamine ClC1=CC(=C(C(=N1)C)F)CNCC1CC1